N1N=CC2=C(C=CC=C12)CN1N=CC2=C(C1=O)N(C1=C2CCN(C1)S(=O)(=O)C)C 3-((1H-indazol-4-yl)methyl)-5-methyl-7-(methylsulfonyl)-3,5,6,7,8,9-hexahydro-4H-pyrido[4',3':4,5]pyrrolo[2,3-d]pyridazin-4-one